1-(3-Chloro-4-(trifluoromethyl)phenyl)-4,4,5,5,5-pentafluoro-1-((2-((4,4,4-trifluoro-3-oxobut-1-en-1-yl)amino)phenyl)amino)pent-1-en-3-on ClC=1C=C(C=CC1C(F)(F)F)C(=CC(C(C(F)(F)F)(F)F)=O)NC1=C(C=CC=C1)NC=CC(C(F)(F)F)=O